COCCN(C=1N=C(C2=C(N1)C(=NC(=N2)N(CCOC)CCOC)N2CCC(CC2)OC)NCC2CCOCC2)CCOC N2,N2,N6,N6-tetrakis(2-methoxyethyl)-8-(4-methoxypiperidin-1-yl)-N4-((tetrahydro-2H-pyran-4-yl)methyl)pyrimido[5,4-d]pyrimidine-2,4,6-triamine